ClC1=NC2=CC(=C(C=C2C=N1)C1=CC(=CC(=C1)OC)OC)NO N-(2-chloro-6-(3,5-dimethoxyphenyl)quinazolin-7-yl)hydroxylamine